(S or R)-2-(6-chloropyridin-3-yl)-N-((R)-((S)-2,3-dihydro-1H-pyrido[2,3-b][1,4]oxazin-3-yl)(phenyl)methyl)propan-1-amine ClC1=CC=C(C=N1)[C@@H](CN[C@H](C1=CC=CC=C1)[C@@H]1CNC2=C(O1)N=CC=C2)C |o1:7|